C1(CCCCC1)S(=O)(=O)C(=[N+]=[N-])S(=O)(=O)C1=C(C=CC=C1)C(F)(F)F cyclohexylsulfonyl-(2-trifluoromethylphenyl-sulfonyl)diazomethane